S(=O)(=O)(O)OCC(Cl)(Cl)Cl trichloroethanol sulfate